C(C)(C)(C)C1N2C(C3=CC(=C(C=C3C1)C=1C=NNC1)OC)=CC(C(=C2)C(=O)[O-])=O 6-tert-butyl-10-methoxy-2-oxo-9-(1H-pyrazol-4-yl)-6,7-dihydro-2H-pyrido[2,1-a]isoquinoline-3-carboxylate